2-(2,2-difluorocyclopropyl)sulfanyl-7-fluoro-5-(2-fluorophenyl)-6,7-dihydro-5H-pyrrolo[1,2-b][1,2,4]triazole FC1(C(C1)SC=1N=C2N(N1)C(CC2F)C2=C(C=CC=C2)F)F